5-{[4-(phenoxymethyl)-2-thienyl]carbonyl}pyrimidin O(C1=CC=CC=C1)CC=1C=C(SC1)C(=O)C=1C=NC=NC1